(Z)-1-(3-(5-(dimethylamino)-2-isopropylphenyl)-4-oxothiazolidin-2-ylidene)-3-(2-fluoro-4-(5-(4-(trifluoromethoxy)phenyl)-1,3,4-oxadiazol-2-yl)phenyl)urea CN(C=1C=CC(=C(C1)N1/C(/SCC1=O)=N/C(=O)NC1=C(C=C(C=C1)C=1OC(=NN1)C1=CC=C(C=C1)OC(F)(F)F)F)C(C)C)C